5-(2-((R or S)-3-((R or S)-ethoxy(phenyl) methyl)-3-(2-(5-fluorothiophen-2-yl)ethyl)pyrrolidin-1-yl)propan-2-yl)-2-methylpyridinecitrate C(C)O[C@@H]([C@]1(CN(CC1)C(C)(C)C=1C=CC(NC1)(C(C(CC(=O)[O-])(O)C(=O)[O-])C(=O)[O-])C)CCC=1SC(=CC1)F)C1=CC=CC=C1 |o1:3,4|